4-((4-(Cyclopropylmethoxy)pyridin-3-yl)amino)-N-(4-(4-methylpiperazin-1-yl)phenyl)-2-oxo-1,2-dihydropyridine-3-carboxamide C1(CC1)COC1=C(C=NC=C1)NC1=C(C(NC=C1)=O)C(=O)NC1=CC=C(C=C1)N1CCN(CC1)C